FC(C(CCCCCC(=O)OC)=O)F methyl 8,8-difluoro-7-oxooctanoate